COC(C1=C(C(=CC(=C1)OCC)SCC(=O)OCC(CCCC)CC)N)=O.C(C)N(CC)[Si](OC)(OC)OC Diethylaminotrimethoxysilane methyl-2-amino-5-ethoxy-3-[2-(2-ethylhexoxy)-2-oxo-ethyl]sulfanyl-benzoate